ClC1=C(C=C2C=C(N=CC2=C1)NC(=O)C1C(C1C1=NN(C=C1)C)CC)N1CCN(CC1)C1(COCC1F)C N-[7-chloro-6-[4-(4-fluoro-3-methyl-tetrahydrofuran-3-yl)piperazin-1-yl]-3-isoquinolyl]-2-ethyl-3-(1-methylpyrazol-3-yl)cyclopropanecarboxamide